C1(=C(C=CC=C1)C1=CC(OC2=CC(=CC=C12)OC(C(=O)N1CCC(CC1)CC(=O)O)C)=O)C 2-[1-[2-[4-(o-tolyl)-2-oxo-chromen-7-yl]oxypropanoyl]-4-piperidyl]acetic acid